C1(CC1)C1=NC=CC(=C1)B(O)O (2-cyclopropyl-4-pyridyl)boronic acid